CN1C[C@@H](C(CC1)NC1=C2C=CN(C2=CC(=C1)C#CCNC=1C(OC)=CC=C(C1)S(=O)(=O)C)CC(F)(F)F)C 4-[(3S)-1-methyl-3-methyl-4-piperidylamino]-6-[3-(4-mesyl-2-anisidino)-1-propynyl]-1-(2,2,2-trifluoroethyl)indole